NC1=NC=CC(=C1Cl)OC1=C(C=C(C=C1)NC(=O)C=1N=C(N(C1C)C1=CC=CC=C1)C)F (4-((2-amino-3-chloropyridin-4-yl)oxy)-3-fluorophenyl)-2,5-dimethyl-1-phenyl-1H-imidazole-4-carboxamide